cytidine carbonate C(O)(=O)OC[C@@H]1[C@H]([C@H]([C@@H](O1)N1C(=O)N=C(N)C=C1)O)O